5-fluoro-2-(4-(1-methyl-1H-pyrazol-4-yl)-6-(4,5,6,7-tetrahydrothiazolo[5,4-c]pyridin-2-yl)thieno[3,2-c]pyridin-7-yl)phenol FC=1C=CC(=C(C1)O)C=1C2=C(C(=NC1C=1SC=3CNCCC3N1)C=1C=NN(C1)C)C=CS2